(2R)-2-methoxy-2-(4-methoxyphenyl)-N-[5-[[(3R)-1-(5-methylpyridazin-3-yl)pyrrolidin-3-yl]amino]-1,3,4-thiadiazol-2-yl]acetamide CO[C@@H](C(=O)NC=1SC(=NN1)N[C@H]1CN(CC1)C=1N=NC=C(C1)C)C1=CC=C(C=C1)OC